FC=1C=C(C2=CN(N=C2C1C(=O)NC1=CC2=CN(N=C2C=C1OC)C)C)NCC1CCNCC1 6-fluoro-N-(6-methoxy-2-methyl-indazol-5-yl)-2-methyl-4-(4-piperidylmethylamino)indazole-7-carboxamide